COC([C@H]1N(C[C@@H](C1)O)C(=O)OC(C)(C)C)=O Boc-L-hydroxyProline methyl ester